N-(thiophene-2-carbonyl)piperazine-1-carboxamide tert-butyl-(3R)-3-[N-(8-methylisoquinolin-1-yl)4-[(4-chloro-1,3,5-triazin-2-yl)amino]-2-fluorobenzamido]piperidine-1-carboxylate C(C)(C)(C)OC(=O)N1C[C@@H](CCC1)N(C(C1=C(C=C(C=C1)NC1=NC=NC(=N1)Cl)F)=O)C1=NC=CC2=CC=CC(=C12)C.S1C(=CC=C1)C(=O)NC(=O)N1CCNCC1